OC(CN(CCCC(=O)OCCN1CCN(CC1)CCSSCCCCN(CC(CCCCCC\C=C/C\C=C/C\C=C/CC)O)CC(CCCCCC\C=C/C\C=C/C\C=C/CC)O)CC(CCCCCC\C=C/CCCCCCCC)O)CCCCCC\C=C/CCCCCCCC 2-(4-(2-((4-(Bis((9Z,12Z,15Z)-2-hydroxyoctadeca-9,12,15-trien-1-yl)amino)butyl)disulfaneyl)ethyl)piperazin-1-yl)ethyl 4-(bis((Z)-2-hydroxyoctadec-9-en-1-yl)amino)butanoate